methyl 6-methylnicotinate CC1=NC=C(C(=O)OC)C=C1